Cl[Si](C)(CCl)Cl dichloro(chloromethyl)(methyl)silane